1-Amino-4-(2-hydroxyethyl)-amino-5-chloro-2-nitrobenzol NC1=C(C(=C(C(=C1)Cl)CCO)N)[N+](=O)[O-]